bis(triphenylphosphine) ammonium chloride salt [Cl-].[NH4+].C1(=CC=CC=C1)P(C1=CC=CC=C1)C1=CC=CC=C1.C1(=CC=CC=C1)P(C1=CC=CC=C1)C1=CC=CC=C1